FC(CCN1N=CC(=C1)C(=O)O)(F)F (3,3,3-trifluoropropyl)-1H-pyrazole-4-carboxylic acid